fluoro-N-methyl-4-(trifluoromethyl)benzamide FC1=C(C(=O)NC)C=CC(=C1)C(F)(F)F